2-(2-oxa-6-azaspiro[3.3]heptan-6-yl)ethyl (1-hydroxy-7-methyl-1,3-dihydrobenzo[c][1,2]oxaborole-6-carbonyl)-L-valinate OB1OCC2=C1C(=C(C=C2)C(=O)N[C@@H](C(C)C)C(=O)OCCN2CC1(COC1)C2)C